6-Bromo-N-hydroxyquinoline-3-carboxamide BrC=1C=C2C=C(C=NC2=CC1)C(=O)NO